1-(2-((hexahydro-1H-pyrrolizin-7a-yl)methoxy)-5,6,7,8-tetrahydropyrido[3,4-d]pyrimidin-4-yl)-3-methylpiperidin-3-ol C1CCN2CCCC12COC=1N=C(C2=C(N1)CNCC2)N2CC(CCC2)(O)C